3-amino-6-(2,6-dimethylpyridin-4-yl)-N-(2-methoxybenzyl)-5-(5-methylfuran-2-yl)pyrazine-2-carboxamide NC=1C(=NC(=C(N1)C=1OC(=CC1)C)C1=CC(=NC(=C1)C)C)C(=O)NCC1=C(C=CC=C1)OC